NC1=CC=C(C=C1)C1=CC(=C(C=C1)C(=O)OC(C)(C)C)F tert-butyl 4'-amino-3-fluoro[1,1'-biphenyl]-4-carboxylate